N-(1-(3-chloro-2-fluorophenyl)-2,2-difluoroethyl)cyclopropylamine ClC=1C(=C(C=CC1)C(C(F)F)NC1CC1)F